O[C@@H]1CC([C@H]2[C@]34C=5C(=C(C=CC5C[C@H]([C@]13O)N(C)CC4)OC)O2)=O 8α-hydroxyoxycodone